Cl.Cl.C(C)(C)N1CCN(CC1)C=1C=CC(=NC1)NC=1N=CC2=C(N1)N1C(=C2)C(NCC12CCCCC2)=O 2'-((5-(4-isopropylpiperazin-1-yl)pyridin-2-yl)amino)-7',8'-dihydro-6'H-spiro[cyclohexane-1,9'-pyrazino[1',2':1,5]pyrrolo[2,3-d]pyrimidine]-6'-one diHCl salt